CN(C(OC(C)(C)C)=O)[C@@H]1C[C@@H](CCC1)C=1C=2N(C=C(N1)C=1C=NN(C1)C)N=CC2 |r| rac-cis-tert-butyl methyl(3-(6-(1-methyl-1H-pyrazol-4-yl)pyrazolo[1,5-a]pyrazin-4-yl)cyclohexyl)carbamate